C=1(C(=CC=CC1)C(=O)OCCCOC(=O)C=1C(=CC=CC1)C)C 1,3-propanediol ditoluate